Cl.C(C)(C)(C)OC(=O)N1CCN(CC1)CCN1N=C2C3=C(CCC2=C1)OC(=C3C)C(=O)O 2-{2-[4-(tert-butoxycarbonyl)piperazin-1-yl]ethyl}-8-methyl-4,5-dihydro-2H-furo[2,3-g]indazole-7-carboxylic acid hydrogen chloride